C(C)[C@H](CCOC1=C(C=CC(=C1)C)S(=O)(=O)N1[C@@H](CCC1)C(=O)OC(C)(C)C)CC=O |&1:2| tert-Butyl ((2-(((RS)-3-ethyl-5-oxopentyl)oxy)-4-methylphenyl)sulfonyl)-L-prolinate